1-(3-(difluoromethoxy)pyridin-4-yl)cyclopropane-1-carboxylic acid FC(OC=1C=NC=CC1C1(CC1)C(=O)O)F